C[C@@H](C(=O)[O-])OP(=O)(O)[O-] The molecule is the dianion obtained by removal of two acidic protons from 2-phospho-L-lactic acid. It is a carboxylic acid dianion and an organophosphate oxoanion. It is a conjugate base of a 2-phospho-L-lactic acid.